OC1=CC=C(C=C1)CC(C[TeH])C 1-hydroxy-4-(2-methylhydrotelluro-propyl)benzene